1-N'-[2-fluoro-4-[6-methoxy-7-(2-methoxyethoxy)pyrido[3,2-d]pyrimidin-4-yl]oxy-phenyl]-1-N-(4-fluorophenyl)cyclopropane-1,1-dicarboxamide FC1=C(C=CC(=C1)OC=1C2=C(N=CN1)C=C(C(=N2)OC)OCCOC)NC(=O)C2(CC2)C(=O)NC2=CC=C(C=C2)F